C1(=CC=CC=C1)CC[C@@H](C)I (R)-4-phenyl-2-iodobutane